NCCCC(=O)N1CCC(CC1)C1=CC2=C(N(C(N2C)=O)C2C(NC(CC2)=O)=O)C=C1 3-[5-[1-(4-Aminobutanoyl)-4-piperidyl]-3-methyl-2-oxo-benzimidazol-1-yl]piperidine-2,6-dione